((1-methylpiperidin-4-ylmethyl)amino)thiazole-5-carboxylic acid lithium salt [Li+].CN1CCC(CC1)CNC=1SC(=CN1)C(=O)[O-]